N-(6-bromo-2,3-dihydrobenzofuran-3-yl)acetamide BrC1=CC2=C(C(CO2)NC(C)=O)C=C1